2-(4,6-difluoro-1H-indol-3-yl)-N-isopropyl-N-methyl-2-oxoacetamide FC1=C2C(=CNC2=CC(=C1)F)C(C(=O)N(C)C(C)C)=O